Ethyl (1S,2S)-2-(hydroxymethyl)-1-methylcyclopropane-1-carboxylate OC[C@@H]1[C@](C1)(C(=O)OCC)C